5-fluoro-1-Isopropenyl-1,3-dihydro-2H-benzimidazol-2-one FC1=CC2=C(N(C(N2)=O)C(=C)C)C=C1